C(CCC#N)#N.[Li] lithium succinonitrile